C(N)(=O)C1=NN(C=C1[N+](=O)[O-])CCOCCOCCOCCOCCNC(OC(C)(C)C)=O Tert-butyl N-[2-[2-[2-[2-[2-(3-carbamoyl-4-nitro-pyrazol-1-yl)ethoxy]ethoxy]ethoxy]ethoxy] ethyl]carbamate